((1S,7a'S)-2,2-difluoro-dihydro-1'H,3'H-spiro[cyclopropane-1,2'-pyrrolizine]-7a'(5'H)-yl)methanol FC1(C[C@]12C[C@@]1(CCCN1C2)CO)F